ClC1=CC=C(C=C1)C1(N2C(C3=CC=CC=C13)=NCC2)O 5-(4-chlorophenyl)-2,5-dihydro-3H-imidazo[2,1-a]isoindol-5-ol